COC1=C(CN2C(N(CCC2=O)C=2C=NN3C2C=C(C=C3)C(C)N3CCN(CC3)C(=O)OC(C)(C)C)=O)C=CC(=C1)OC tert-butyl 4-(1-(3-(3-(2,4-dimethoxybenzyl)-2,4-dioxotetrahydropyrimidin-1(2H)-yl)pyrazolo[1,5-a]pyridin-5-yl)ethyl)piperazine-1-carboxylate